N-(4-((2-chloropyrimidin-4-yl)amino)phenyl)-N-(2,4,6-trimethylbenzenesulfonyl)glycine ClC1=NC=CC(=N1)NC1=CC=C(C=C1)N(CC(=O)O)S(=O)(=O)C1=C(C=C(C=C1C)C)C